pentylmethyldimethylammonium bisulfate S([O-])(O)(=O)=O.C(CCCC)[N+](C)(C)C